3-(Biphenyl-4-yloxy)-azetidine-1-carboxylic acid pyridin-3-ylamide N1=CC(=CC=C1)NC(=O)N1CC(C1)OC1=CC=C(C=C1)C1=CC=CC=C1